ClC1=CC(=C(C=C1Cl)C(NC(C)=O)C1CCN(CC1)C(=O)[C@H]1CNCC1)O N-((4,5-dichloro-2-hydroxyphenyl)(1-((R)-pyrrolidine-3-carbonyl)piperidin-4-yl)methyl)acetamide